methyl-d3-(L-carnitine-d3) C([2H])([2H])([2H])C[N+](C([C@](O)(CC([O-])=O)[2H])([2H])[2H])(C)C